C(O)(O)=O.[Na+].C([O-])([O-])=O.C(O)(O)=O.[Na+] Natrium sesquicarbonat